2-(4-aminophenyl)-1H-benzoimidazol-5-amine NC1=CC=C(C=C1)C1=NC2=C(N1)C=CC(=C2)N